CN1CCC(CC1)OC1=CC=C2C(=CC=NC2=C1)N 7-[(1-methylpiperidin-4-yl)oxy]Quinolin-4-amine